ethyl 6-chloro-4-(isopropylamino)pyridine-3-carboxylate ClC1=CC(=C(C=N1)C(=O)OCC)NC(C)C